C(CCC)N1CCN(CC1)C1=CC2=C(NC(=N2)C2=CC3=C(NC(=N3)C3=CC(=C(C=C3)OC)OC)C=C2)C=C1 5-(4-butylpiperazin-1-yl)-2'-(3,4-dimethoxyphenyl)-1H,1'H-2,5'-bibenzo[d]imidazole